6-(1H-indazol-6-yl)-N-(4-morpholinophenyl)imidazo[1,2-a]pyrazine-8-amine N1N=CC2=CC=C(C=C12)C=1N=C(C=2N(C1)C=CN2)NC2=CC=C(C=C2)N2CCOCC2